N'-methyl-N'-[[2-methyl-4-(1,1,2,2,2-pentafluoroethyl)phenyl]methyl]oxamide CN(C(C(N)=O)=O)CC1=C(C=C(C=C1)C(C(F)(F)F)(F)F)C